sodium thiophosphinate [PH2]([O-])=S.[Na+]